ClC=1C=C(C=C(C1)Cl)C1(CC(=NO1)C1=CC(=C(C(=O)NC2=C(C3=C(S2)CCCC3)C(=O)NC)C=C1)C)C(F)(F)F 2-(4-(5-(3,5-dichlorophenyl)-5-(trifluoromethyl)-4,5-dihydroisoxazol-3-yl)-2-methylbenzamido)-N-methyl-4,5,6,7-tetrahydrobenzo[b]thiophene-3-carboxamide